FC1=CC=C(C=C1)C1OC2=CC=C(C=C2C(C1)=O)OC 2-(4-fluorophenyl)-6-methoxychroman-4-one